(5R)-N-[[5-(trifluoromethyl)-2-pyridyl]methyl]-5,6,7,8-tetrahydroquinoxalin-5-amine FC(C=1C=CC(=NC1)CN[C@H]1C=2N=CC=NC2CCC1)(F)F